C(CCCCCCCCCCC)(=O)[O-].C(CCCCCCCCCCC)(=O)[O-].C(CCCCCCCCCCC)(=O)[O-].C(CCCCCCCCCCC)(=O)[O-].[Ti+4] titanium tetrakis(laurate)